CS(=O)(=O)N1CC(CCC1)N 1-methanesulfonylpiperidin-3-ylamine